N(=[N+]=[N-])C1=C(C(=O)NC2=CC=C(C=C2)C2=NN(C(=C2)NC(C2=CC(=CC=C2)OCC#C)=O)C)C=CC=C1 2-Azido-N-(4-(1-methyl-5-(3-(prop-2-yn-1-yloxy)benzamido)-1H-pyrazol-3-yl)phenyl)benzamide